C(C)OC(CCC(=O)C1=NC2=C(C=CC=C2C(=C1O)Br)C1=C(C=CC=C1)OC)=O 4-[4-bromo-3-hydroxy-8-(2-methoxy-phenyl)-quinolin-2-yl]-4-oxo-butyric acid ethyl ester